3-((tert-butylamino)methylene)benzopyran-4-one C(C)(C)(C)NC=C1COC2=C(C1=O)C=CC=C2